FC(C1=CC(=NC(=N1)N(C(C)C)CC)C(=O)NC1=CC=C(C(=O)O)C=C1)F 4-(6-(Difluoromethyl)-2-(ethyl(isopropyl)amino)pyrimidine-4-carboxamido)benzoic acid